FC1=CC=C(C=C1)C[C@H]1N(CCC1)C=1NC(C=C(N1)N1CCOCC1)=O 2-[(2S)-2-[(4-fluorophenyl)methyl]pyrrolidin-1-yl]-4-morpholino-1H-pyrimidin-6-one